C(C)(C)(C)OC(=O)NC1=C2C(=C(N(C2=CC=C1)C1=CC=C(C=C1)F)C(C)C)C1=CC=C(C(=O)OC(C)(C)C)C=C1 tert-butyl 4-(4-((tert-butoxycarbonyl)amino)-1-(4-fluorophenyl)-2-isopropyl 1H-indol-3-yl)benzoate